NCCCCCCC(=O)OC(C)(C)C tert-Butyl 7-amino-heptanoate